C1(CC1)NC(=O)N1C2=C(OCC1)N=CC(=C2)NC2=NC=C1C(=N2)C(OC=2C=C(C=CC21)N2[C@@H](CCC2=O)C)(C)C N-cyclopropyl-7-({5,5-dimethyl-8-[(2R)-2-methyl-5-oxopyrrolidin-1-yl]-5H-chromeno[3,4-d]pyrimidin-3-yl}amino)-1H,2H,3H-pyrido[2,3-b][1,4]oxazine-1-carboxamide